C1(CC1)S(=O)(=O)C1=C(C(=C(C=C1CCCCC)O)C1=CC(=CC=C1)C)O 3-(cyclopropylsulfonyl)-3'-methyl-4-pentyl-[1,1'-biphenyl]-2,6-diol